ONC(=O)C1=CC2=C(OC(CN2CC2=CC=C(C=C2)OC)C)C=C1 N-hydroxy-4-(4-methoxy-benzyl)-2-methyl-3,4-dihydro-2H-benzo[b][1,4]oxazine-6-carboxamide